(1R,2S)-7-Chloro-2-hydroxy-1,2,3,4-tetrahydronaphthalin-1-yl-carbamat ClC1=CC=C2CC[C@@H]([C@@H](C2=C1)NC([O-])=O)O